COC1=C(C=CC(=C1OC)OC)C1=NSC(N1)=O 3-(2,3,4-trimethoxyphenyl)-1,2,4-thiadiazol-5(4H)-one